O.[Mg] magnesium (hydrogen) oxide